4-(4-chlorobenzyl)-7-(3-cyanobenzyl)-6,7,8,9-tetrahydropyrido[3,4-e][1,2,4]triazolo[1,5-a]pyrimidine-5(4H)-one ClC1=CC=C(CN2C=3N(C4=C(C2=O)CN(CC4)CC4=CC(=CC=C4)C#N)N=CN3)C=C1